(10As)-6,6,9-trimethyl-3-pentyl-6a,7,10,10a-tetrahydrobenzo[c]chromen-1-ol CC1(OC=2C=C(C=C(C2[C@@H]2C1CC=C(C2)C)O)CCCCC)C